C(=O)[O-].C[PH+](C)C trimethyl-phosphonium formate